4-(1-((tert-butyldimethylsilyl)oxy)-2-(1H-1,2,3-triazol-4-yl)ethyl)-N-(4,4-difluorocyclohexyl)-6-(3-methyl-1H-pyrazol-1-yl)pyridin-2-amine [Si](C)(C)(C(C)(C)C)OC(CC=1N=NNC1)C1=CC(=NC(=C1)N1N=C(C=C1)C)NC1CCC(CC1)(F)F